N1=CC(C=C2N1CN1N(C2=O)C=CC=C1)=O 12H-dipyridazino[1,2-a:1',6'-d][1,2,4]triazine-3,5-dione